1-(piperidine-4-carbonyl)piperidine-4-carboxylic acid tert-butyl ester C(C)(C)(C)OC(=O)C1CCN(CC1)C(=O)C1CCNCC1